ClC=1C(=C2C=NNC2=CC1C)C=1C(=NN(C1C)C1CC2(C=NC2=O)C1)C=1C=C2C=NN(C2=CC1)C 6-(4-(5-chloro-6-methyl-1H-indazol-4-yl)-5-methyl-3-(1-methyl-1H-indazol-5-yl)-1H-pyrazol-1-yl)-2-azaspiro[3.3]heptan-2-en-1-one